(1R,2S,3R,5S)-3-(4-amino-7H-pyrrolo[2,3-d]pyrimidin-7-yl)-5-(2-(2,3-dihydro-1H-pyrrolo[2,3-b]quinolin-7-yl)ethyl)cyclopentane-1,2-diol NC=1C2=C(N=CN1)N(C=C2)[C@H]2[C@@H]([C@@H]([C@H](C2)CCC2=CC=C1C=C3C(=NC1=C2)NCC3)O)O